O=C1NC(CCC1C1=C(C=C(CN2CCN(CC2)C=2OC=3C(=NC(=C(C3)NC(=O)C=3N=C(OC3)C3=CC(=NC=C3)C)N3C[C@@H](CC3)O)N2)C=C1)F)=O N-(2-(4-(4-(2,6-dioxopiperidin-3-yl)-3-fluorobenzyl)piperazin-1-yl)-5-((R)-3-hydroxypyrrolidin-1-yl)oxazolo[4,5-b]pyridin-6-yl)-2-(2-methylpyridin-4-yl)oxazole-4-carboxamide